NC1=C2N=C(N(C2=NC(=N1)OCC)CC1=C(C=C(C=C1)CNCC1=CC=C(C=C1)CCl)OC)O 6-amino-9-(4-(((4-(chloromethyl)benzyl)amino)methyl)-2-methoxybenzyl)-2-ethoxy-9H-purin-8-ol